Cl.C1(CC1)C(=O)N cyclopropane-1-carboxamide HCl